C(C)(=O)NC1=NC=C(C(=O)N)C(=C1)NC[C@@H]1CN(CCC1)C(C=C)=O (R)-6-acetamido-4-(((1-acryloylpiperidin-3-yl)methyl)amino)nicotinamide